indium-tin-zinc [Zn].[Sn].[In]